N-tert.-Butyl-4-[(7-hydroxyindan-1-carbonyl)amino]pyridin C(C)(C)(C)N1CC=C(C=C1)NC(=O)C1CCC2=CC=CC(=C12)O